4-((2-((tert-butyldimethylsilyl)oxy)ethyl)(methyl)amino)butanoic acid [Si](C)(C)(C(C)(C)C)OCCN(CCCC(=O)O)C